C(C)(C)(C)OC(=O)N1CCC1 tert-butyloxycarbonyl-azetidine